CN1C=2N(CC[C@@H](C1=O)NC(=O)C1=NN(C=N1)CC1CC(C1)CC)N=CC2 N-((S)-4-methyl-5-oxo-5,6,7,8-tetrahydro-4H-pyrazolo[1,5-a][1,3]diazepin-6-yl)-1-(((1R,3R)-3-ethylcyclobutyl)methyl)-1H-1,2,4-triazole-3-carboxamide